glycerine tribehenate C(CCCCCCCCCCCCCCCCCCCCC)(=O)OCC(OC(CCCCCCCCCCCCCCCCCCCCC)=O)COC(CCCCCCCCCCCCCCCCCCCCC)=O